C1(=CC=CC=C1)C1=NC(=NC(=N1)C1=CC=CC=C1)C1=C(C=C(C=C1)OCCCCCC)C1=C(C=CC=C1)O 2,4-diphenyl-6-(2-hydroxyphenyl-4-hexyloxyphenyl)1,3,5-triazine